ClC1=C(OC(C(=O)O)(C)C)C=C(C(=C1)C(=O)NC)OC[C@H](CN1CCC2(CC1)OC1=C(C2)C=C(C=C1)Cl)O 2-[2-chloro-5-[(2S)-3-(5-chlorospiro[benzofuran-2(3H),4'-piperidin]-1'-yl)-2-hydroxypropoxy]-4-[(methylamino)carbonyl]phenoxy]-2-methylpropionic acid